C1(=C(C(=C(C=2C3=C(C(=NN=C3C3=NN=NN=C3C12)C#N)C#N)C#N)C#N)C#N)C#N hexaazatriphenylenehexanitrile